tert-butyl N-[(2S)-2-[2,5-dimethyl-4-(1-tetrahydropyran-2-yl-3-vinyl-pyrazolo[3,4-c]pyridin-5-yl)pyrazol-3-yl]oxypropyl]carbamate CN1N=C(C(=C1O[C@H](CNC(OC(C)(C)C)=O)C)C=1C=C2C(=CN1)N(N=C2C=C)C2OCCCC2)C